(3-(4,4,5,5-tetramethyl-1,3,2-dioxaborolan-2-yl)cyclohex-2-en-1-yl)methanol CC1(OB(OC1(C)C)C1=CC(CCC1)CO)C